ClC=1C=CC(=C(C1)S(=O)(=O)NC1=CC=2C(N[C@H](COC2N=C1)CO)=O)OC(F)(F)F 5-chloro-N-[(3S)-3-(hydroxymethyl)-5-oxo-2,3,4,5-tetrahydropyrido[3,2-f][1,4]oxazepin-7-yl]-2-(trifluoromethoxy)benzenesulfonamide